C(CC)(=O)ON[P@@](=O)(OC1=CC=CC=C1)CO[C@@H](CN1C2=NC=NC(=C2N=C1)N)C ((S)-(((((R)-1-(6-amino-9H-purin-9-yl) propan-2-yl) oxy) methyl) (phenoxy) phosphoryl) amino) propionate